2-phosphonobutane-1,2,4-tricarboxylic acid sodium salt [Na+].P(=O)(O)(O)C(CC(=O)[O-])(CCC(=O)[O-])C(=O)[O-].[Na+].[Na+]